5-(3-aminopiperazin-1-yl)-2-hydroxy-2,3-dihydro-1,4-benzodioxine NC1CN(CCN1)C1=CC=CC=2OC(COC21)O